CC1=NC=2CCN(CC2C=C1NC1=NC2=C(C=CC=C2C=N1)C=1C(=NC=CC1)OC)C N-(2,6-dimethyl-5,6,7,8-tetrahydro-1,6-naphthyridin-3-yl)-8-(2-methoxypyridin-3-yl)quinazolin-2-amine